Cl.COC(=O)[C@@H]1C[C@@H](NCC1)C.C(C1=CC=CC=C1)N1[C@H](C[C@H](CC1)C(=O)OC)C |r| (rac)-Methyl cis-1-benzyl-2-methylpiperidine-4-carboxylate (rac)-Methyl-cis-2-methylpiperidine-4-carboxylate hydrochloride